C1=CC=CC=2C3=CC=CC=C3C(C12)COC(=O)N[C@H](C(=O)O)CC1=CN(C2=C(C=CC=C12)C1=NN(C=C1)C(=O)OC(C)(C)C)C(=O)OC(C)(C)C (S)-2-((((9H-fluoren-9-yl)methoxy)carbonyl)amino)-3-(1-(tert-butoxycarbonyl)-7-(1-(tert-butoxycarbonyl)-1H-pyrazol-3-yl)-1H-indol-3-yl)propanoic acid